(S)-2-((1S,2S,5r)-1-((tert-butyldimethylsilyl) oxy)-2-isopropyl-5-methylcyclohexane-1-carboxamido)-1-phenylethyl acetate C(C)(=O)O[C@H](CNC(=O)[C@]1([C@@H](CC[C@H](C1)C)C(C)C)O[Si](C)(C)C(C)(C)C)C1=CC=CC=C1